Epoxy acrylate C=CC(=O)OOOC(=O)C=C